BrC=1C=NN(C1)[C@@H](C(=O)O)C (R)-2-(4-bromo-1H-pyrazol-1-yl)propionic acid